methyl 3-[(3R)-3-[2-[2-fluoro-5-[(6-fluoro-4-methylsulfonyl-1H-indol-5-yl)oxy]phenyl]-1H-imidazol-5-yl]-3-methyl-2H-benzofuran-7-yl]propanoate FC1=C(C=C(C=C1)OC=1C(=C2C=CNC2=CC1F)S(=O)(=O)C)C=1NC(=CN1)[C@@]1(COC2=C1C=CC=C2CCC(=O)OC)C